FC1=C(C(=CC=C1)F)C=1NC2=C(C3=C(N1)C=CC(=C3)C(=O)O)NN=C2 5-(2,6-difluorophenyl)-1,4-dihydrobenzo[d]pyrazolo[3,4-f][1,3]diazepine-9-carboxylic acid